Cl.ClC1=C(C(=CC=C1Cl)F)C1(CNC1)NC1=CC(=C2C(=NN(C2=C1)C)C)F N-(3-(2,3-dichloro-6-fluorophenyl)azetidin-3-yl)-4-fluoro-1,3-dimethyl-1H-indazol-6-amine hydrochloride